ClC=1C=C(C=C(C1CC1=NN(C(C(=C1)C(C)C)=O)C)Cl)N(C(OC(C)(C)C)=O)CC1=NOC(N1)=O tert-butyl (3,5-dichloro-4-((5-isopropyl-1-methyl-6-oxo-1,6-dihydropyridazin-3-yl)methyl)phenyl)((5-oxo-4,5-dihydro-1,2,4-oxadiazol-3-yl)methyl)carbamate